sodium 2-(tert-butyl)-2-ethylpropanoate C(C)(C)(C)C(C(=O)[O-])(C)CC.[Na+]